5-(2-Chlorophenoxy)-4-nitro-1-tetrahydropyran-4-yl-indazole ClC1=C(OC=2C(=C3C=NN(C3=CC2)C2CCOCC2)[N+](=O)[O-])C=CC=C1